C(C=C)(=O)OCCOC1C2C3CCCC3C(C1)C2 Tricyclo[5.2.1.02,6]decane-8-yloxyethyl acrylate